C(C)(C)(C)OC(=O)N1C(C2=C(C(CC=C2CC1)(C(=O)O)C)Br)C 7-Methyl-8-bromo-1-methyl-3,4-dihydroisoquinoline-2,7(1H)-dicarboxylic acid tert-butyl ester